C3-chloro-4-iodo-1-((2-(trimethylsilyl)ethoxy)methyl)-1H-pyrazole ClC1=NN(C=C1I)COCC[Si](C)(C)C